(4-(2-(2-methoxyethoxy)ethoxy)piperazin-1-yl)methanone tert-butyl-((2S)-1-((4-(3,4-dichlorophenyl)-1,2,3,4-tetrahydronaphthalen-1-yl)amino)-1-oxopropan-2-yl)carbamate C(C)(C)(C)N(C(O)=O)[C@H](C(=O)NC1CCC(C2=CC=CC=C12)C1=CC(=C(C=C1)Cl)Cl)C.COCCOCCON1CCN(CC1)C=O